C(C)(C)OC1=CC=C2C(=CNC(C2=C1)=O)C1=C(C=CC=C1)C 7-isopropoxy-4-(o-tolyl)isoquinolin-1(2H)-one